2-(6-((2S,3R)-3-(3,5-dimethoxy-4-methylphenyl)-3-hydroxy-2-phenethoxypropyl)pyridin-3-yl)acetic acid COC=1C=C(C=C(C1C)OC)[C@H]([C@H](CC1=CC=C(C=N1)CC(=O)O)OCCC1=CC=CC=C1)O